FC=1C=C(C=NC1C(F)(F)F)CN([C@@H](C(C)C)C(=O)O)C(=O)C=1C=CC2=C(B(OC2)O)C1C.C1=CC=CC=2C3=CC=CC=C3C(=CC12)C=O 9-phenanthrenealdehyde (5-Fluoro-6-(trifluoromethyl)pyridin-3-yl)methyl-(1-hydroxy-7-methyl-1,3-dihydrobenzo[c][1,2]oxaborole-6-carbonyl)-L-valinate